N(=[N+]=[N-])[C@@H]1C[C@@H](OC[C@H]1O)C(=O)N1[C@H](C2=CC=CC=C2CC1)C1=CC=C(C=C1)F ((2r,4r,5S)-4-azido-5-hydroxytetrahydro-2H-pyran-2-yl)((S)-1-(4-fluorophenyl)-3,4-dihydroisoquinolin-2(1H)-yl)methanone